3-(N,N-bis(3-carboxypropyl))aminopropionylaniline C(=O)(O)CCCN(CCCC(=O)O)CCC(=O)NC1=CC=CC=C1